6-((6-(azidomethyl)pyridin-2-yl)methyl)-2-oxa-6-azaspiro[3.3]heptane-3-d N(=[N+]=[N-])CC1=CC=CC(=N1)CN1CC2(C(OC2)[2H])C1